2-(1-bromo-2-((4-chlorophenyl)sulfonyl)ethyl)naphthalene BrC(CS(=O)(=O)C1=CC=C(C=C1)Cl)C1=CC2=CC=CC=C2C=C1